1-Cbzpiperazine C(=O)(OCC1=CC=CC=C1)N1CCNCC1